2-tetrahydropyran-4-yl-5-(trifluoromethyl)-1H-imidazole O1CCC(CC1)C=1NC(=CN1)C(F)(F)F